Cl.FC1=C(C=CC(=C1F)OC)C1=CN=C2N1C=CN=C2NC2=CC(=C(C(=O)N1CCN(CC1)C(=O)[C@H]1NCC(C1)(C)C)C=C2)C (S)-(4-(4-((3-(2,3-difluoro-4-methoxy-phenyl)imidazo[1,2-a]pyrazin-8-yl)amino)-2-methylbenzoyl)piperazin-1-yl)(4,4-dimethylpyrrolidin-2-yl)methanone hydrochloride